tert-butyl 4-{7-[(7-fluoro-6-methoxy-2-methylindazol-5-yl)carbamoyl]-2-methylindazol-4-yl}piperazine-1-carboxylate FC1=C(C(=CC2=CN(N=C12)C)NC(=O)C1=CC=C(C2=CN(N=C12)C)N1CCN(CC1)C(=O)OC(C)(C)C)OC